4-(9,9-dimethyl-7-(piperazin-1-ylmethyl)-9,10-dihydroacridin-2-yl)-N,N-dimethylbenzamide CC1(C2=CC(=CC=C2NC=2C=CC(=CC12)C1=CC=C(C(=O)N(C)C)C=C1)CN1CCNCC1)C